C(C)C1=CC=C(C=C1)N1N=CC(=C1)C=1C=C2C(=CNC2=CC1)NS(=O)(=O)C=1C=NC(=CC1)C(F)(F)F N-(5-(1-(4-ethylphenyl)-1H-pyrazol-4-yl)-1H-indol-3-yl)-6-(trifluoromethyl)pyridine-3-sulfonamide